2-(5-amino-4-chloro-6-oxo-pyridazin-1-yl)-N-[3-(azepan-1-ylsulfonyl)-4-methyl-phenyl]acetamide NC1=C(C=NN(C1=O)CC(=O)NC1=CC(=C(C=C1)C)S(=O)(=O)N1CCCCCC1)Cl